butene phosphate P(=O)(O)(O)O.C=CCC